NC1=C(C(=C(C=C1)NC(OC(C)(C)C)=O)F)C tert-butyl N-(4-amino-2-fluoro-3-methyl-phenyl)carbamate